Cl.Cl.CN1N=C(C(=C1)C1=CC=C(N=N1)NC1[C@@H]2CNC[C@H]12)C (1R,5S,6s)-N-[6-(1,3-dimethylpyrazol-4-yl)pyridazin-3-yl]-3-azabicyclo[3.1.0]hexane-6-amine dihydrochloride